C(C=CC=CC=CC=CC=CC=CCCCCCCCCC)(=O)NCCOC(C1=CC=C(C=C1)I)=O 4-iodobenzoic acid-(docosahexenamidoethyl) ester